CNC1(C(=CC=CC1)C1=CC=CC=C1)[Pd] (2-methylamino-1,1'-biphenyl-2-yl)palladium